3-fluoro-4-methoxy-1H-indole-2-carboxylic acid FC1=C(NC2=CC=CC(=C12)OC)C(=O)O